5-bromo-1H-indole-3-carbonitrile BrC=1C=C2C(=CNC2=CC1)C#N